BrC=1C=NC(=NC1)NCCO 2-[(5-bromopyrimidin-2-yl)amino]ethanol